NC1=C(C(=NC2=CC=C(C=C12)NC(=O)NCC(CC)O)C1=CC=CC=C1)C1=CC=CC=C1 1-(4-amino-2,3-diphenylquinolin-6-yl)-3-(2-hydroxybutyl)urea